1-((3R,4S)-3-((5-(1-ethyl-1H-benzo[d][1,2,3]triazol-6-yl)-4-methoxypyrrolo[2,1-f][1,2,4]triazin-2-yl)amino)-4-fluoropyrrolidin-1-yl)ethan-1-one C(C)N1N=NC2=C1C=C(C=C2)C=2C=CN1N=C(N=C(C12)OC)N[C@@H]1CN(C[C@@H]1F)C(C)=O